benzoic acid anhydride C(C1=CC=CC=C1)(=O)OC(C1=CC=CC=C1)=O